C(C)(C)(C)OC(=O)N[C@H](C(=O)OC)CC(C(=O)OC)C(CN1C(C2=CC=CC=C2C1=O)=O)C=C 1,5-dimethyl (2S)-2-[(tert-butoxycarbonyl)amino]-4-[1-(1,3-dioxoisoindol-2-yl)but-3-en-2-yl]pentanedioate